tert-butyl (3S)-3-[[2-[3-[(5-cyanopyrazin-2-yl)amino]-4-methyl-1H-pyrazol-5-yl]-3-methoxy-phenoxy]methyl]piperidine-1-carboxylate C(#N)C=1N=CC(=NC1)NC1=NNC(=C1C)C1=C(OC[C@@H]2CN(CCC2)C(=O)OC(C)(C)C)C=CC=C1OC